tert-butyl 5-vinyl-7,8-dihydro-1,6-naphthyridine-6(5H)-carboxylate C(=C)C1C=2C=CC=NC2CCN1C(=O)OC(C)(C)C